6-((((S)-1-(6-(4-fluoro-1H-pyrazol-1-yl)pyridin-3-yl)ethan-1-yl)amino)pyridine-3-yl)-6-(morpholin-2-ylmethoxy)pyrazolo[1,5-a]pyridine-3-carbonitrile FC=1C=NN(C1)C1=CC=C(C=N1)[C@H](C)NC1=NC=CC=C1C1(C=CC=2N(C1)N=CC2C#N)OCC2CNCCO2